CN1C=NC2=CC=C(C(=C2C1=O)C)OC1=C(C#N)C(=CC=C1)F 2-[(3,5-dimethyl-4-oxo-3,4-dihydro-quinazolin-6-yl)oxy]-6-fluorobenzonitrile